2-NONYNAL C(C#CCCCCCC)=O